BrC1=CC=C(C=C1)N1C=2N=C3N(C(C2N=C1)=O)CCCCC3 3-(4-bromophenyl)-3,5,6,7,8,9-hexahydro-11H-azepino[1,2-a]purin-11-one